2,5-thiophenediyl-bisboronic acid S1C(=CC=C1B(O)O)B(O)O